1-({2-[(tert-butoxy)carbonyl]-2-azaspiro[3.3]heptan-5-yl}methyl)-3-cyclopropyl-4-(trifluoromethyl)-1H-pyrazole-5-carboxylic acid C(C)(C)(C)OC(=O)N1CC2(C1)C(CC2)CN2N=C(C(=C2C(=O)O)C(F)(F)F)C2CC2